azapyrrole N1N=CC=C1